O1[C@H](COCC1)CN1N=C2C3=C(CC4(C2=C1)CCC4)OC(=C3C(F)(F)F)C(=O)NC[C@H]3OCCC3 2'-[(2S)-1,4-Dioxan-2-ylmethyl]-N-[(2S)-tetrahydrofuran-2-ylmethyl]-8'-(trifluoromethyl)-2',5'-dihydrospiro[cyclobutan-1,4'-furo[2,3-g]indazol]-7'-carboxamid